N-((6-(5-(Trifluoromethyl)-1,2,4-oxadiazol-3-yl)pyridazin-3-yl)methyl)-N-(3-(trifluoromethyl)phenyl)tetrahydro-2H-thiopyran-4-carboxamide 1,1-dioxide FC(C1=NC(=NO1)C1=CC=C(N=N1)CN(C(=O)C1CCS(CC1)(=O)=O)C1=CC(=CC=C1)C(F)(F)F)(F)F